4-(4-fluorophenyl)-1-(6-methoxypyrimidin-4-yl)piperidin-4-ol FC1=CC=C(C=C1)C1(CCN(CC1)C1=NC=NC(=C1)OC)O